NC1=NC=CC(=C1)C=1OC=C(N1)C(=O)NC=1C(=CC2=C(CC(O2)(C)C)C1)C=1C=NC(=CC1)C 2-(2-Aminopyridin-4-yl)-N-(2,2-dimethyl-6-(6-methylpyridin-3-yl)-2,3-dihydrobenzofuran-5-yl)oxazole-4-carboxamide